(Z)-6-bromo-5-fluoro-2-(hydroxyimino)-2,3-dihydro-1H-inden-1-one BrC1=C(C=C2C/C(/C(C2=C1)=O)=N/O)F